CCCCCCCCCCCCCCCCC(=O)O[C@H](COC(=O)CCCCCCCCCCC/C=C\C/C=C\CCCCC)COP(=O)([O-])OCC[N+](C)(C)C 1-(13Z,16Z-docosadienoyl)-2-heptadecanoyl-glycero-3-phosphocholine